FC1=CC(=C(C=C1C(F)(F)F)N1C(=NC2=CC=CC=C2C1=O)CN1[C@H](CNCC1)C)OC(C)C (S)-3-(4-fluoro-2-isopropoxy-5-(trifluoromethyl)phenyl)-2-((2-methylpiperazin-1-yl)methyl)quinazolin-4(3H)-one